(2-iodophenyl)ethylamine hydrochloride Cl.IC1=C(C=CC=C1)CCN